1-methyl-1,9-dihydro-6H-purin-6-one CN1C=NC=2NC=NC2C1=O